(6S)-4-(4-chlorophenyl)-N-[4-(1H-pyrrolo[3,2-c]pyridine-2-carboxamido)butyl]-2,3,9-trimethyl-6H-thieno[3,2-f][1,2,4]triazolo[4,3-a][1,4]diazepine-6-acetamide ClC1=CC=C(C=C1)C1=N[C@H](C=2N(C3=C1C(=C(S3)C)C)C(=NN2)C)CC(=O)NCCCCNC(=O)C2=CC=3C=NC=CC3N2